ortho-amino-para-tertiary butyl-phenol NC1=C(C=CC(=C1)C(C)(C)C)O